dihydro-4-hydroxy-5-hydroxymethyl-2(3H)furanone OC1CC(OC1CO)=O